2'-chloro-N-(5-((4-hydroxycyclohexyl)oxy)-1,3,4-thiadiazol-2-yl)-5'-methoxy-6-methyl-(4,4'-bipyridine)-3-carboxamide ClC1=NC=C(C(=C1)C1=C(C=NC(=C1)C)C(=O)NC=1SC(=NN1)OC1CCC(CC1)O)OC